ClC1=NC=NN2C1=CC(=C2)C=2C=NN(C2)C 4-{4-chloropyrrolo[2,1-f][1,2,4]triazin-6-yl}-1-methyl-1H-pyrazole